ClC1=CC=C(N=N1)NC1CN(C1)C(=O)C=1C=C(CC2=NN=CC3=CC=CC=C23)C=CC1F 4-(3-(3-((6-chloropyridazin-3-yl)amino)azetidine-1-carbonyl)-4-fluorobenzyl)phthalazin